6-(2-Methylpiperidin-4-yl)-6-azaspiro[3.5]nonane dihydrochloride Cl.Cl.CC1NCCC(C1)N1CC2(CCC2)CCC1